3-Bromo-5-((carboxymethyl)amino)-2-fluorobenzoic acid BrC=1C(=C(C(=O)O)C=C(C1)NCC(=O)O)F